NC1=CC(=NO1)C1(CCN(CC1)C(=O)OC(C)(C)C)C tert-butyl 4-(5-aminoisoxazol-3-yl)-4-methyl-piperidine-1-carboxylate